OC1C(=CC(O1)=O)CCC 5-hydroxy-4-propyl-2(5H)-furanone